CC1=NC(=CC(=C1)C=1C(=NN2C1N=C(C=C2)NC2CCN(CC2)CC(C)(C)O)C=2C=C(C#N)C=CC2)C 3-[3-(2,6-dimethyl-4-pyridinyl)-5-[[1-(2-hydroxy-2-methyl-propyl)-4-piperidinyl]amino]pyrazolo[1,5-a]pyrimidin-2-yl]benzonitrile